1-acetyl-N-((7-(5-(difluoromethyl)-1,3,4-oxadiazol-2-yl)imidazo[1,2-a]pyridin-2-yl)methyl)-N-phenylpiperidine-4-sulfonamide C(C)(=O)N1CCC(CC1)S(=O)(=O)N(C1=CC=CC=C1)CC=1N=C2N(C=CC(=C2)C=2OC(=NN2)C(F)F)C1